C(C)C1=C(C=CC=C1)N1CC2(CC1=O)CC(C1=CC=CC=C12)=O (2-ethylphenyl)spiro[indene-1,3'-pyrrolidine]-3,5'(2H)-dione